N-(3-amino-4-methylphenyl)-4-chloro-3-methoxybenzamide NC=1C=C(C=CC1C)NC(C1=CC(=C(C=C1)Cl)OC)=O